N-(4-methyltetrahydro-2H-pyran-4-yl)propanamide CC1(CCOCC1)NC(CC)=O